(2S,4r)-1-[(2S)-2-amino-3-methyl-butyryl]-4-hydroxy-N-methyl-pyrrolidine-2-carboxamide hydrochloride Cl.N[C@H](C(=O)N1[C@@H](C[C@H](C1)O)C(=O)NC)C(C)C